iso-butylcysteine C(C(C)C)N[C@@H](CS)C(=O)O